(E)-N-((1,2,3,5,6,7-hexahydro-s-indacen-4-yl)carbamoyl)-3-(phenylamino)prop-1-ene-1-sulfonamide C1CCC2=C(C=3CCCC3C=C12)NC(=O)NS(=O)(=O)\C=C\CNC1=CC=CC=C1